4-(7-acetylimidazo[1,2-a]pyridin-3-yl)-2,6-dimethoxy-N-(2,2,2-trifluoroethyl)benzamide C(C)(=O)C1=CC=2N(C=C1)C(=CN2)C2=CC(=C(C(=O)NCC(F)(F)F)C(=C2)OC)OC